1-[6-(4-Cyclopropyl-5-methyl-1H-imidazol-2-yl)pyridin-2-yl]-4-[3-fluoro-1-(propan-2-yl)piperidin-4-yl]-1,4-diazepane C1(CC1)C=1N=C(NC1C)C1=CC=CC(=N1)N1CCN(CCC1)C1C(CN(CC1)C(C)C)F